[Si](C)(C)(C(C)(C)C)O[C@H]1[C@@H](O[C@@H]([C@H]1O[Si](C)(C)C(C)(C)C)CSCC=1C(=NOC1C1=CC=CC=C1)C1=CC=CC=C1)N1C=CC2=C1N=CN=C2N 7-((2R,3R,4R,5S)-3,4-bis((tert-Butyldimethylsilyl)oxy)-5-((((3,5-diphenylisoxazol-4-yl)methyl)thio)methyl)tetrahydrofuran-2-yl)-7H-pyrrolo[2,3-d]pyrimidin-4-amine